C1(=CC=CC=C1)[C@H](C(=O)N1CCCC1)N1CCCC1 (2S)-1-[(2R)-2-phenyl-2-(pyrrolidin-1-yl)acetyl]pyrrolidin